C(C)(C)(C)OC(=O)N1C2CC(CC1CC2)OC2=CC1=C(N=CN=C1O)C=N2 Endo-3-((4-hydroxypyrido[3,4-d]pyrimidin-6-yl)oxy)-8-azabicyclo[3.2.1]octane-8-carboxylic acid tert-butyl ester